1,3-dimethyl-tetrahydroanthraquinone CC1CC(CC=2C(C3=CC=CC=C3C(C12)=O)=O)C